4-(cyclopropylmethoxy)-2-(trimethylstannyl)pyridine C1(CC1)COC1=CC(=NC=C1)[Sn](C)(C)C